ClC1=CC=C(C=C1)N1[C@H](CN(CC1)C(C(CC(=O)C1CC1)C)=O)C 1-[(3S)-4-(4-chlorophenyl)-3-methyl-piperazin-1-yl]-4-cyclopropyl-2-methyl-butane-1,4-dione